O=C1N(/C(/SC1)=N/C1=CC=C(C=C1)S(=O)(=O)N)C1=CC=CC=C1 (Z)-4-((4-oxo-3-phenylthiazolidin-2-ylidene)amino)benzenesulphonamide